The molecule is an analogue of gefitinib in which the morpholino group is replaced by NH2. It is a member of quinazolines, an organochlorine compound and an organofluorine compound. It derives from a gefitinib. COC1=C(C=C2C(=C1)N=CN=C2NC3=CC(=C(C=C3)F)Cl)OCCCN